(4-(2-(2,6-dimethylpyridin-4-yl)-3-isopropyl-1H-indol-5-yl)piperidin-1-yl)((2S,3R)-3-hydroxypyrrolidin-2-yl)methanone CC1=NC(=CC(=C1)C=1NC2=CC=C(C=C2C1C(C)C)C1CCN(CC1)C(=O)[C@H]1NCC[C@H]1O)C